[3-hydroxy-2-(3-oxobutanoyloxy)propyl] 3-oxobutanoate O=C(CC(=O)OCC(CO)OC(CC(C)=O)=O)C